titanium naphthalenetricarboxylic acid C1(=C(C(=CC2=CC=CC=C12)C(=O)O)C(=O)O)C(=O)O.[Ti]